3-(6-(4-methoxyphenyl)-2-(piperazin-1-yl)pyrimidin-4-yl)quinoline COC1=CC=C(C=C1)C1=CC(=NC(=N1)N1CCNCC1)C=1C=NC2=CC=CC=C2C1